FC1=C(C(=CC=C1)F)[C@H](C)NC(CN1N=CC2=C(C1=O)C(=NN2C)C)=O (S)-N-(1-(2,6-difluorophenyl)ethyl)-2-(1,3-dimethyl-4-oxo-1,4-dihydro-5H-pyrazolo[3,4-d]pyridazin-5-yl)acetamide